O=C1NC=CC=N1 oxo-1H-pyrimidin